Bis(2-trimethoxysilylethyl) trisulfide CO[Si](CCSSSCC[Si](OC)(OC)OC)(OC)OC